C(#N)C1C\C(\CC1)=C/C(=O)OC methyl (Z)-2-(3-cyanocyclopentylidene)acetate